6-Bromo-7-[[(3R,5R)-5-(4-hydroxyphenyl)-1-methyl-3-piperidyl]amino]thiazolo[3,2-a]pyrimidin-5-one BrC1=C(N=C2N(C1=O)C=CS2)N[C@H]2CN(C[C@H](C2)C2=CC=C(C=C2)O)C